5-(4-((3-(3-ethylureido)-1-methyl-1H-pyrazol-5-yl)methyl)piperazin-1-yl)-6-fluoro-N-methylpicolinamide C(C)NC(NC1=NN(C(=C1)CN1CCN(CC1)C=1C=CC(=NC1F)C(=O)NC)C)=O